4-[3-[2,6-Dichloro-4-(8-oxa-3-azabicyclo[3.2.1]octan-3-yl)benzoyl]-2,4-dihydro-1,3-benzoxazin-8-yl]-5-fluoro-2-(3-oxa-8-azabicyclo[3.2.1]octan-8-yl)benzoic acid ClC1=C(C(=O)N2COC3=C(C2)C=CC=C3C3=CC(=C(C(=O)O)C=C3F)N3C2COCC3CC2)C(=CC(=C1)N1CC2CCC(C1)O2)Cl